NC1=NC=CC(=N1)C1=C(N=C(S1)C1CCN(CC1)C(=O)C1CCN(CC1)C(=O)[O-])C1=C(C(=CC=C1)NS(=O)(=O)CCC)F 4-{4-[5-(2-aminopyrimidin-4-yl)-4-[2-fluoro-3-(propane-1-sulfonamido)phenyl]-1,3-thiazol-2-yl]piperidine-1-carbonyl}piperidine-1-carboxylate